tert-butyl ((4-nitrophenyl)sulfonyl)glycinate [N+](=O)([O-])C1=CC=C(C=C1)S(=O)(=O)NCC(=O)OC(C)(C)C